OC1=CC=C(C[C@H]2CN[C@H](CN2)CC2=CC=C(C=C2)O)C=C1 (3S,6S)-3,6-Bis(4-hydroxybenzyl)piperazin